1,4-diazabicyclo[3.2.2]nonan-4-yl-[3-(1-methylindazol-6-yl)-5,6-dihydro-4H-cyclopenta[c]pyrazol-1-yl]methanone N12CCN(C(CC1)CC2)C(=O)N2N=C(C1=C2CCC1)C1=CC=C2C=NN(C2=C1)C